methyl-cyano-2-propylvalerate CC(C(C(=O)[O-])(CCC)C#N)CC